CC(CNCC1=C(C=CC=C1)C)C 2-methyl-N-(o-tolylmethyl)propan-1-amine